(3E)-4-(dimethylamino)-2-oxobut-3-enoic acid ethyl ester C(C)OC(C(\C=C\N(C)C)=O)=O